(S)-2-(4,4-difluorocyclohexyl)-6-(((6-(1-(4-fluorobenzyl)-1H-pyrazole-4-carbonyl)-2-(1-fluorocyclohexane-1-carbonyl)-2,6-diazaspiro[3.4]octan-8-yl)methoxy)methyl)benzoic acid FC1(CCC(CC1)C1=C(C(=O)O)C(=CC=C1)COC[C@@H]1CN(CC12CN(C2)C(=O)C2(CCCCC2)F)C(=O)C=2C=NN(C2)CC2=CC=C(C=C2)F)F